(1R,2R,3aS,10aR)-2,5-difluoro-1-[(1E,3ξ)-3-hydroxy-4-methyl-4-phenyl-1-penten-yl]-2,3,3a,9,10,10a-hexahydro-1H-benzo[b]cyclopenta[f]oxepin-6-carboxylic acid F[C@@H]1C[C@H]2[C@H](CCC3=C(O2)C(=C(C=C3)C(=O)O)F)[C@H]1\C=C\C(C(C)(C1=CC=CC=C1)C)O